ClC1=C(C(=CC(=N1)N1CC2(C1)CC(C2)C(=O)O)C(F)(F)F)C#N 2-(6-Chloro-5-cyano-4-(trifluoromethyl)pyridin-2-yl)-2-azaspiro[3.3]heptane-6-carboxylic acid